ClC=1C=C(C=CC1F)C(C)(O)C1CC(C1)C(F)(F)F 1-(3-chloro-4-fluorophenyl)-1-(3-(trifluoromethyl)cyclobutyl)ethan-1-ol